OCC1C=CC(C1)=O 4-(hydroxymethyl)cyclopent-2-ene-1-one